ClC1=C2C=NN(C2=C(C=C1)C(=O)NC1CC2(CC(C2)CC(=O)O)C1)CC1=CC=C(C=C1)C=1C=C2C=CC(=NC2=CC1)OC (Sa)-2-(6-(4-chloro-1-(4-(2-methoxyquinolin-6-yl)benzyl)-1H-indazole-7-carboxamido)spiro[3.3]heptan-2-yl)acetic acid